2-(3-Hydroxy-4-(4-(2-methoxyphenyl)piperazin-1-yl)butyl)isoindoline-1,3-dione OC(CCN1C(C2=CC=CC=C2C1=O)=O)CN1CCN(CC1)C1=C(C=CC=C1)OC